CC1N(C(CC1)=O)CC(=O)N 2-(2-methyl-5-oxopyrrolidin-1-yl)acetamide